5-(4'-phenyl-1,1'-biphenyl-3-yl)-12-phenyl-5H,12H-indolo[3,2-a]carbazole C1(=CC=CC=C1)C1=CC=C(C=C1)C1=CC(=CC=C1)N1C2=CC=CC=C2C=2C1=CC=C1C3=CC=CC=C3N(C21)C2=CC=CC=C2